water barium [Ba].O